(2-methoxy-5-nitrophenyl)methanol ETHYL-4-(ACETYLTHIO)BUTYRATE C(C)C(C(=O)OCC1=C(C=CC(=C1)[N+](=O)[O-])OC)CCSC(C)=O